4,5-Diphenyl-2-(((4-(4-(pyridin-3-yl)-1H-1,2,3-triazol-1-yl)phenyl)sulfinyl)methyl)oxazole C1(=CC=CC=C1)C=1N=C(OC1C1=CC=CC=C1)CS(=O)C1=CC=C(C=C1)N1N=NC(=C1)C=1C=NC=CC1